COCC=1C=C2C(=NC1)N(N=C2)C 5-(methoxymethyl)-1-methyl-1H-pyrazolo[3,4-b]pyridine